O[C@@H](COCCC(=O)OC1=CC=C(C=C1)[N+](=O)[O-])CO (R)-4-nitrophenyl 3-(2,3-dihydroxypropoxy)propanoate